C(C)(=O)C1=CN=C(C2=CN=NC=C21)N(C(OC(C)(C)C)=O)CC2=C(C=CC1=C2CCO1)F tert-butyl (8-acetylpyrido[3,4-d]pyridazin-5-yl)((5-fluoro-2,3-dihydrobenzofuran-4-yl)methyl)carbamate